1-methylpiperazine 1-oxide C[N+]1(CCNCC1)[O-]